C12CC(CC2C1)OC1=C(C=C(C=C1)NC(=O)C=1N=C(OC1CC(F)(F)F)N1C2C(CC1)CCC2)F N-(4-(cis-bicyclo[3.1.0]hexan-3-yloxy)-3-fluorophenyl)-2-(hexahydrocyclopenta[b]pyrrol-1(2H)-yl)-5-(2,2,2-trifluoroethyl)oxazole-4-carboxamide